COC1=CC=C2C=CC=C(C2=C1)CCC(=O)O 3-(7-methoxynaphthalene-1-yl)propionic acid